ClC=1C=C(C(=O)NC=2C=C(N(N2)CC2=CC=C(C=C2)OC)C(=O)NC2COC2)C=CC1OC 5-[(3-chloro-4-methoxy-benzoyl)amino]-2-[(4-methoxyphenyl)methyl]-N-(oxetan-3-yl)pyrazole-3-carboxamide